tert-butyl N-[3-[[(2S)-2-amino-6-(tertbutoxycarbonylamino)hexanoyl]-[2-[tertbutyl(dimethyl)silyl]oxyethyl]amino]-2-triethylsilyloxypropyl]carbamate N[C@H](C(=O)N(CC(CNC(OC(C)(C)C)=O)O[Si](CC)(CC)CC)CCO[Si](C)(C)C(C)(C)C)CCCCNC(=O)OC(C)(C)C